2-(spiro[3.3]heptan-2-yl)-2H-tetrazol C1C(CC12CCC2)N2N=CN=N2